4-((4-(6-methyl-7-(4-(piperazin-1-yl)phenyl)imidazo[1,2-b]pyridazin-3-yl)quinolin-7-yl)methyl)morpholine CC=1C(=CC=2N(N1)C(=CN2)C2=CC=NC1=CC(=CC=C21)CN2CCOCC2)C2=CC=C(C=C2)N2CCNCC2